benzyl (2-acetamido-2-(tert-butylcarbamoyl)-4-(2-(4,4,5,5-tetramethyl-1,3,2-dioxaborolan-2-yl)ethyl)cyclopentyl)carbamate C(C)(=O)NC1(C(CC(C1)CCB1OC(C(O1)(C)C)(C)C)NC(OCC1=CC=CC=C1)=O)C(NC(C)(C)C)=O